6-methoxy-N-[(4-methoxyphenyl)methyl]-3-methyl-pyridin-2-amine COC1=CC=C(C(=N1)NCC1=CC=C(C=C1)OC)C